FC(CCNC(=O)C=1C=NC2=CC=C(C=C2C1NC(C)C)C=1C=NNC1)F N-(3,3-difluoropropyl)-4-(isopropylamino)-6-(1H-pyrazol-4-yl)quinoline-3-carboxamide